[2-(4-piperidinyloxy)ethyl]Benzoic acid phenylmethyl ester C1(=CC=CC=C1)COC(C1=C(C=CC=C1)CCOC1CCNCC1)=O